1-(3-(benzyloxy)-2-(trifluoromethyl)phenyl)-2'-(2-ethoxypyridin-3-yl)-6',7'-dihydro-8'H-spiro[piperidine-4,5'-[1,7]naphthyridin]-8'-one C(C1=CC=CC=C1)OC=1C(=C(C=CC1)N1CCC2(C=3C=CC(=NC3C(NC2)=O)C=2C(=NC=CC2)OCC)CC1)C(F)(F)F